N1CCC(CC1)N1N=CC=C1 1-(4-piperidyl)pyrazol